4-([1,1'-Biphenyl]-4-yloxy)-2-bromo-5-nitrophenol C1(=CC=C(C=C1)OC1=CC(=C(C=C1[N+](=O)[O-])O)Br)C1=CC=CC=C1